C(C)(C)(C)[Si](OC(CNC(OC(C)(C)C)=O)C1=NC=NC=C1)(C1=CC=CC=C1)C1=CC=CC=C1 tert-butyl {2-[tert-butylbis(phenyl)siloxy]-2-(4-pyrimidinyl)ethyl}carbamate